FC1=CC=C(C=C1)C1=CC=C2C(=N1)SC(=N2)N 5-(4-fluorophenyl)thiazolo[5,4-b]pyridin-2-amine